(5S,8R)-1-chloro-N-(3,4-dichlorophenyl)-6,7,8,9-tetrahydro-5H-5,8-epiminocyclohepta[c]-pyridine-10-carboxamide ClC1=NC=CC2=C1C[C@H]1CC[C@@H]2N1C(=O)NC1=CC(=C(C=C1)Cl)Cl